tert-butyl 2'-(3-(methoxy carbonyl)-5-methylphenyl)-3,6-dihydro-[4,4'-bipyridine]-1(2H)-carboxylate COC(=O)C=1C=C(C=C(C1)C)C1=NC=CC(=C1)C=1CCN(CC1)C(=O)OC(C)(C)C